2-fluoro-4-(2-methoxy-2-oxoethyl)benzoic acid benzyl ester C(C1=CC=CC=C1)OC(C1=C(C=C(C=C1)CC(=O)OC)F)=O